(4-(3-(2-nitro-1-(thiophen-2-yl)ethyl)-1H-indol-2-yl)phenyl)boronic acid [N+](=O)([O-])CC(C=1SC=CC1)C1=C(NC2=CC=CC=C12)C1=CC=C(C=C1)B(O)O